ClC=1C=C2CCN(CC2=C(C1)[C@H]1N(CCC1)C(=O)OC(C)(C)C)C1=CC(=NC=C1)C(F)(F)F tert-butyl (S)-2-(6-chloro-2-(2-(trifluoromethyl)pyridin-4-yl)-1,2,3,4-tetrahydroisoquinolin-8-yl)pyrrolidine-1-carboxylate